6-Bromo-1H-Indazole-3-Formaldehyde BrC1=CC=C2C(=NNC2=C1)C=O